C1(=CC=CC=C1)C(C1=CC=CC=C1)=N[C@H]1[C@@H](CCC1)O (1R,2R)-2-((diphenylmethylene)amino)cyclopentan-1-ol